C1(CCC1)C=1NC(C2=C(N1)N(N=N2)CC2=CC(=C(C(=C2)Cl)C(C2=CC=C(C=C2)Cl)=O)Cl)=O 5-Cyclobutyl-3-(3,5-dichloro-4-(4-chlorobenzoyl)benzyl)-3,6-dihydro-7H-[1,2,3]triazolo[4,5-d]pyrimidin-7-one